C(C)(C)(C)C1=CC=C(C[C@H](N)C(=O)O)C=C1 4-tert-Butyl-phenylalanin